C[Si](OCCS)(C)C 2-[(trimethylsilyl)oxy]-ethanethiol